CC1=C(C(=CC(=C1)C)C(CCCCCCCCCCCC)C)O 2,4-dimethyl-6-(1'-methyltridec-1-yl)phenol